1-(2,4,5-trifluorophenyl)butan-2-one FC1=C(C=C(C(=C1)F)F)CC(CC)=O